NCCC(=O)NC1=C(C=CC=C1)/N=C/1\C=C(OC2=C1C=CC=C2)C2=CC1=C(N=C(O1)N)C=C2 (E)-3-amino-N-(2-((2-(2-aminobenzooxazol-6-yl)-4H-benzopyran-4-ylidene)amino)phenyl)propanamide